C1(=CC=CC=2SC3=C(C21)C=CC=C3)C3=C(C=CC=C3)N(C3=C(C(=CC=2C1=CC=CC=C1CC32)C3=CC=CC=C3)C3=CC=CC=C3)C3=C(C(=CC=2C1=CC=CC=C1CC32)C)C (dibenzothiophenylphenyl)(dimethylfluorenyl)(diphenylfluorenyl)amine